(R)-methanesulfonic acid 2-oxopyrrolidin-3-yl ester O=C1NCC[C@H]1OS(=O)(=O)C